C(C)OC(=O)C1(CC1)C=1C(=NC(=NC1)C1=NN(C2=NC=C(C=C21)F)CC2=C(C=CC=C2)F)Cl 1-(4-chloro-2-(5-fluoro-1-(2-fluorobenzyl)-1H-pyrazolo[3,4-b]Pyridin-3-yl)pyrimidin-5-yl)cyclopropanecarboxylic acid ethyl ester